[Na].[Hg](Cl)Cl mercuric chloride sodium salt